(5-(6-(cyclobutylmethyl)-1H-pyrrolo[2,3-b]pyridin-3-yl)pyrazolo[1,5-a]pyridin-3-yl)(piperidin-1-yl)methanone C1(CCC1)CC1=CC=C2C(=N1)NC=C2C2=CC=1N(C=C2)N=CC1C(=O)N1CCCCC1